N,N,N',N'-tetraphenylphenylenediamine C1(=CC=CC=C1)N(C1=C(C=CC=C1)N(C1=CC=CC=C1)C1=CC=CC=C1)C1=CC=CC=C1